5-methoxy-7-(1-methyl-6-oxo-1,6-dihydropyridin-3-yl)-N-(3-(methylamino)-3-oxopropyl)-N-(2-(4-methylpiperazin-1-yl)ethyl)benzo[b]thiophene-2-carboxamide COC1=CC2=C(SC(=C2)C(=O)N(CCN2CCN(CC2)C)CCC(=O)NC)C(=C1)C1=CN(C(C=C1)=O)C